C(CCCCCCC)P(CCCCCCCC)(CCCCCCCC)=O Tri-n-octylphosphine oxide